glucosyl-(1→4)-glucosyl-(1→6)-[glucosyl-(1→2)]-glucose C1([C@H](O)[C@@H](O)[C@H](O)[C@H](O1)CO)O[C@H]1[C@@H]([C@H](C(O[C@@H]1CO)OC[C@H]([C@H]([C@@H]([C@H](C=O)OC1[C@H](O)[C@@H](O)[C@H](O)[C@H](O1)CO)O)O)O)O)O